C(NC1=C(C=CC=C1CC)Cl)NC1=C(C=CC=C1CC)Cl methylene-bis(2-chloro-6-ethylaniline)